N1(N=NC=C1)CCC(=O)N1C[C@H](CCC1)C=1NC2=C(C=C(C=C2C1)C(=O)O)Br (S)-2-(1-(3-(1H-1,2,3-triazol-1-yl)propanoyl)piperidin-3-yl)-7-bromo-1H-indole-5-carboxylic acid